6-cyclopropaneamido-4-{[2-methoxy-3-(2-methyl-1,3-thiazol-4-yl)phenyl]amino}-N-(2H3)methylpyridazine-3-carboxamide C1(CC1)C(=O)NC1=CC(=C(N=N1)C(=O)NC([2H])([2H])[2H])NC1=C(C(=CC=C1)C=1N=C(SC1)C)OC